N=1N(N=CC1)CC(=O)C=1C=CC(=C(C1)N1C(=NC2=C(C1=O)C=CC=N2)CN2CC(CC2)NC(CC2=CC=C(C=C2)Cl)=O)OC(C)C N-(1-((3-(5-(2-(2H-1,2,3-Triazol-2-yl)acetyl)-2-isopropoxyphenyl)-4-oxo-3,4-dihydropyrido[2,3-d]pyrimidin-2-yl)methyl)pyrrolidin-3-yl)-2-(4-chlorophenyl)acetamide